COC1=CC=C(C=C1)CN(C1NNC(CC1C(=O)O)OC)CC1=CC=C(C=C1)OC 3-{Bis[(4-methoxyphenyl)methyl]amino}-6-methoxy-1,2-diazacyclohexane-4-carboxylic acid